C(C1=CC=CC=C1)[C@H]1N(S(OC1)(=O)=O)C(=O)OC(C)(C)C tert-butyl (R)-4-benzyl-1,2,3-oxathiazolidine-3-carboxylate 2,2-dioxide